(2-iodo-1-(2,2,2-trifluoroethyl)-1H-indol-4-yl)glycine IC=1N(C2=CC=CC(=C2C1)NCC(=O)O)CC(F)(F)F